methyl 5-((4-chloro-5-((3'-(3-chloropropoxy)-2,2'-dimethyl-[1,1'-biphenyl]-3-yl)methoxy)-2-formylphenoxy)methyl)nicotinate ClC1=CC(=C(OCC=2C=NC=C(C(=O)OC)C2)C=C1OCC=1C(=C(C=CC1)C1=C(C(=CC=C1)OCCCCl)C)C)C=O